5-(2-(2-(4-aminophenyl)-5-methylpiperidin-1-yl)-2-oxoacetamido)nicotinamide NC1=CC=C(C=C1)C1N(CC(CC1)C)C(C(=O)NC=1C=NC=C(C(=O)N)C1)=O